1,3-dihydro-3,3-dimethyl-2H-indol CC1(CNC2=CC=CC=C12)C